2-(3-(5-amino-6-(1H-1,2,3-triazol-1-yl)pyrazin-2-yl)-4-methylphenyl)-3,3,3-trifluoropropane-1,2-diol NC=1N=CC(=NC1N1N=NC=C1)C=1C=C(C=CC1C)C(CO)(C(F)(F)F)O